2-[(2S)-2-methylazetidin-1-yl]-6-[1-(1-methyl-4-piperidinyl)pyrazol-4-yl]-4-(trifluoromethyl)pyridine-3-carbonitrile C[C@@H]1N(CC1)C1=NC(=CC(=C1C#N)C(F)(F)F)C=1C=NN(C1)C1CCN(CC1)C